2-(2-(2-chlorophenyl)-4,5,6,7-tetrahydro-1H-benzo[d]imidazol-6-yl)-1-propyl-1,2,3,4-tetrahydroisoquinoline ClC1=C(C=CC=C1)C1=NC2=C(N1)CC(CC2)N2C(C1=CC=CC=C1CC2)CCC